4-epoxybutyl (alpha-ethylacrylate) C(C)C(C(=O)OC1C(CC)O1)=C